diethylphosphine oxide phosphate P(=O)(O)(O)O.C(C)P(CC)=O